Trans-2-[(4aS,9aR)-4-(4-amino-7-fluoro-imidazo[1,5-a]quinoxaline-8-carbonyl)-3,4a,9,9a-tetrahydro-2H-indeno[2,1-b][1,4]oxazin-7-yl]cyclopropanecarbonitrile NC=1C=2N(C3=CC(=C(C=C3N1)F)C(=O)N1[C@@H]3[C@H](OCC1)CC=1C=C(C=CC13)[C@H]1[C@@H](C1)C#N)C=NC2